5-methylthiophene-3-carboxamido-spiro[3.3]Heptane CC1=CC(=CS1)C(=O)NC1CCC12CCC2